C(C1=CC=CC=C1)N([C@@H](CCOC1=CC=CC=C1)C(=O)NCC(=O)O)C(=O)OC(C)(C)C benzyl-N-(tert-butoxycarbonyl)-O-phenyl-L-homoseryl-glycine